FC=1C=C(C=C(C1OC1=C2C(=NC=C1)N(C=C2C2=NN(C=C2)C(C)C)COCC[Si](C)(C)C)F)NC(=O)NCC2(COC2)C 1-{3,5-difluoro-4-[(3-[1-(propan-2-yl)-1H-pyrazol-3-yl]-1-{[2-(trimethylsilyl)ethoxy]methyl}-1H-pyrrolo[2,3-b]pyridin-4-yl)oxy]phenyl}-3-[(3-methyloxetan-3-yl)methyl]urea